Bixylenol C1(C(C(=CC=C1)C=1C(=C(C=CC1)C)C)C)(C)O